naphthaleneacetic acid, 1-naphthaleneacetic acid salt C1(=CC=CC2=CC=CC=C12)CC(=O)O.C1(=CC=CC2=CC=CC=C12)CC(=O)O